7-Chloro-6-((4-(thiazol-2-yl)phenyl)amino)chinolin-5,8-dion ClC1=C(C(C=2C=CC=NC2C1=O)=O)NC1=CC=C(C=C1)C=1SC=CN1